O1CCN(CCC1)C1C[C@H]2C([C@H]2C1)C1=CC(=NN1C(C)C)C=1C=C(C#N)C=CC1 3-(5-((1r,3s,5s,6r)-3-(1,4-oxaazepan-4-yl)bicyclo[3.1.0]hexane-6-yl)-1-isopropyl-1H-pyrazol-3-yl)benzonitrile